C(C)(C)(C)OC(=O)N1C[C@H](CC1)OC1=C(C=C(C(=O)N2CCN(CC2)C(=O)C=2C=C(C=C(C2)F)N2C(CN(CC2)C(=O)OC(C)(C)C)=O)C=C1)C1CCCCC1 tert-butyl (S)-4-(3-(4-(4-((1-(tert-butoxycarbonyl) pyrrolidin-3-yl) oxy)-3-cyclohexylbenzoyl) piperazine-1-carbonyl)-5-fluorophenyl)-3-oxopiperazine-1-carboxylate